OC1=C(C=O)C=CC(=C1)N1CC2(CC1)CCNCC2 2-Hydroxy-4-(2,8-diazaspiro[4.5]decan-2-yl)benzaldehyde